2-((2S)-1-acryloyl-4-(5-(5-chloro-6-methyl-1H-indazol-4-yl)-8-(2-(dimethylamino)ethoxy)-3,4-dihydro-2H-pyrano[2,3-f]quinazolin-10-yl)piperazin-2-yl)acetonitrile C(C=C)(=O)N1[C@H](CN(CC1)C1=NC(=NC2=CC(=C3C(=C12)OCCC3)C3=C1C=NNC1=CC(=C3Cl)C)OCCN(C)C)CC#N